DEOXYCYTIDIN [C@@H]1(C[C@H](O)[C@@H](CO)O1)N1C(=O)N=C(N)C=C1